3-amino-5-chloroformyl-2,4,6-triiodobenzene-carboxylic acid methyl ester COC(=O)C1=C(C(=C(C(=C1I)C(=O)Cl)I)N)I